FC=1C=CC2=C(C(N3[C@@H](CO2)C[C@@H](C3)O)=O)C1OC(C)C (2S,11aR)-7-Fluoro-2-hydroxy-6-isopropoxy-2,3,11,11a-tetrahydro-1H,5H-benzo[f]pyrrolo[2,1-c][1,4]oxazepin-5-one